(7R,8aS)-7-(2,3-dichloro-6-hydroxyphenyl)-2-[(2S)-2,3-dihydroxypropanoyl]-hexahydropyrrolo[1,2-a]pyrazin-4-one ClC1=C(C(=CC=C1Cl)O)[C@H]1C[C@@H]2N(C(CN(C2)C([C@H](CO)O)=O)=O)C1